(6-(2,7-diazaspiro[3.5]non-2-yl)pyridin-3-yl)piperidine-2,6-dione C1N(CC12CCNCC2)C2=CC=C(C=N2)N2C(CCCC2=O)=O